2-bromo-5,5-dimethyl-6,7-dihydropyrazolo[1,5-a]pyridin-4-one BrC1=NN2C(C(C(CC2)(C)C)=O)=C1